5-Benzyl-3-{[(2-cyclopentyl-2H-pyrazole-3-carbonyl)-amino]-methyl}-4,5-dihydro-isoxazole C(C1=CC=CC=C1)C1CC(=NO1)CNC(=O)C=1N(N=CC1)C1CCCC1